(5-chloro-6-(2H-1,2,3-triazol-2-yl)pyridin-3-yl)-8-cyclopropyl-2,2-dimethyl-2,3-dihydro-4H-pyrido[4,3-b][1,4]oxazine-4-carboxamide ClC=1C=C(C=NC1N1N=CC=N1)C1N(C2=C(OC1(C)C)C(=CN=C2)C2CC2)C(=O)N